C(C(C)C)(=O)NC=1C=C(C=CC1)B(O)O 3-(ISOBUTYRAMIDO)BENZENEBORONIC ACID